N-(3-(2-bromo-5-(2-(methylthio)pyrimidin-4-yl)thiazol-4-yl)-2-fluoro-phenyl)acetamide BrC=1SC(=C(N1)C=1C(=C(C=CC1)NC(C)=O)F)C1=NC(=NC=C1)SC